C1(CC1)COC(C1=CC=C(C=C1)[C@H]1NCC[C@@H](C1)OCC1CC1)=O 4-((2S,4S)-4-(cyclopropylmethoxy)piperidin-2-yl)benzoic acid cyclopropylmethyl ester